(R)-2-(5-fluoro-2-methoxyphenyl)-4-carbonylpyrrolidine-1-carboxylic acid tert-butyl ester C(C)(C)(C)OC(=O)N1[C@H](CC(C1)=C=O)C1=C(C=CC(=C1)F)OC